Racemic-N-(3-ethylquinuclidin-3-yl)acetamide C(C)[C@@]1(CN2CCC1CC2)NC(C)=O |r|